C1N(CCC2=CC=CC=C12)C=1OC2=C(C=C(C=C2C(C1)=O)C)C(C)NC1=C(C(=O)O)C=CC=C1 2-[1-[2-(3,4-Dihydro-1H-isoquinolin-2-yl)-6-methyl-4-oxo-chromen-8-yl]ethylamino]benzoic acid